2-[[5-bromo-2-[4-[2-[2-[2-[4-[(2-chloro-9-methyl-purin-6-yl)amino]-3-methoxy-pyrazol-1-yl]ethoxy]ethoxy]ethylsulfamoyl]anilino]pyrimidin-4-yl]amino]-6-fluoro-benzamide BrC=1C(=NC(=NC1)NC1=CC=C(C=C1)S(NCCOCCOCCN1N=C(C(=C1)NC1=C2N=CN(C2=NC(=N1)Cl)C)OC)(=O)=O)NC1=C(C(=O)N)C(=CC=C1)F